C(C1=CC=CC=C1)OC1=NC(=CC=C1N1C=2C=CC=C3C=[N+](C=C(C1=O)C23)[O-])OCC2=CC=CC=C2 2-(2,6-dibenzyloxy-3-pyridyl)-6-oxido-2-aza-6-azoniatricyclo[6.3.1.04,12]dodeca-1(12),4,6,8,10-pentaen-3-one